N-(3,5-dichloro-4-(2,6-dioxopiperidin-3-yl)benzyl)-3-phenyltetrahydrofuran-3-carboxamide ClC=1C=C(CNC(=O)C2(COCC2)C2=CC=CC=C2)C=C(C1C1C(NC(CC1)=O)=O)Cl